CC(C)(OC(NCC(NCC(NCC(NCC(NCCNC(=O)C1=C(C(=C(S1)NC(C(CC)C1=CC=C(C=C1)F)=O)C(=O)OC)C)=O)=O)=O)=O)=O)C methyl 5-((2,2-dimethyl-4,7,10,13,16-pentaoxo-3-oxa-5,8,11,14,17-pentaazanonadecan-19-yl)carbamoyl)-2-(2-(4-fluorophenyl)butanamido)-4-methylthiophene-3-carboxylate